2-(2-methylpropyl)-4-methyltetrahydrofuran CC(CC1OCC(C1)C)C